FC1(CCC(CC1)NC1=NC(=NC(=N1)NC1CCC(CC1)(F)F)C1=NC(=CN=C1)C(C)(F)F)F N2,N4-bis(4,4-difluorocyclohexyl)-6-(6-(1,1-difluoroethyl)pyrazin-2-yl)-1,3,5-triazine-2,4-diamine